[Cr](=O)([O-])[O-] CHROMITE